N1(CCNCC1)C=1N=CC2=C(N1)CCN=C2 2-(piperazin-1-yl)-7,8-dihydropyrido[4,3-d]pyrimidine